Racemic-tert-butyl 3-(2,5-dichlorophenyl)pyrrolidine-1-carboxylate ClC1=C(C=C(C=C1)Cl)[C@@H]1CN(CC1)C(=O)OC(C)(C)C |r|